FC(C(=O)O)(F)F.NC1=C(C=CC(=C1)C=1CCNCC1)NC(C1=CC(=C(C=C1)C=1CCNCC1)Cl)=O N-[2-amino-4-(1,2,3,6-tetrahydro-pyridin-4-yl)-phenyl]-3-chloro-4-(1,2,3,6-tetrahydro-pyridin-4-yl)-benzamide trifluoroacetate